(1s,5R)-8-azabicyclo[3.2.1]octan-3-one hydrochloride Cl.[C@@H]12CC(C[C@@H](CC1)N2)=O